C(C)(C)(C)NCC(COC1=C2C(=CNC2=CC=C1)C)O (tert-butylamino)-3-((3-methyl-1H-indol-4-yl)oxy)propan-2-ol